C(C)(C)(C)OC(=O)N1C=CC2=CC=C(C=C12)CN1N=NC(=C1)C1=C2C=NN(C2=CC(=C1)SC)C1OCCCC1 6-((4-(6-(methylsulfanyl)-1-(tetrahydro-2H-pyran-2-yl)-1H-indazol-4-yl)-1H-1,2,3-triazol-1-yl)methyl)-1H-indole-1-carboxylic acid tert-butyl ester